trimethoxy(isobutyl)silane CO[Si](CC(C)C)(OC)OC